tert-butyl N-[3-[[3-amino-5-[3-(tert-butoxycarbonylamino) propylcarbamoyl]benzoyl]amino]propyl]carbamate NC=1C=C(C(=O)NCCCNC(OC(C)(C)C)=O)C=C(C1)C(NCCCNC(=O)OC(C)(C)C)=O